FC=1C=C(C=CC1F)C1=C(N=C(C2=CC3=C(C=C12)C=NN3)OC3=CC=C(C(=O)O)C=C3)C3CCOCC3 4-[[5-(3,4-difluorophenyl)-6-tetrahydropyran-4-yl-1H-pyrazolo[4,3-g]isoquinolin-8-yl]oxy]benzoic acid